methyl ((2-(((S)-5-hydroxy-3-methylpentyl)oxy)-6-methylpyridin-3-yl)sulfonyl)-L-prolinate OCC[C@@H](CCOC1=NC(=CC=C1S(=O)(=O)N1[C@@H](CCC1)C(=O)OC)C)C